O1CCN(CCC1)C(=O)C1=CC2=C(C=N1)C(=NN2CC(F)(F)F)NC2=CC=NC=C2 1,4-oxazepan-4-yl-[3-(4-pyridylamino)-1-(2,2,2-trifluoroethyl)pyrazolo[4,3-c]pyridin-6-yl]methanone